BrC1=CC=C(C=C1)S(=O)(=O)[C@@H]1[C@@](CN(C1)S(=O)(=O)C1=C(C=C(C#N)C=C1)Cl)(CO)O 4-(((3r,4s)-4-((4-bromophenyl)sulfonyl)-3-hydroxy-3-(hydroxymethyl)pyrrolidin-1-yl)sulfonyl)-3-chlorobenzonitrile